N-cyclohexyl-2-(4-nitrophenyl)imidazo[1,2-a]pyridin-3-amine C1(CCCCC1)NC1=C(N=C2N1C=CC=C2)C2=CC=C(C=C2)[N+](=O)[O-]